3-[(2,4-difluorophenyl)methyl]-1-[(4-fluorophenyl)methyl]-1-(1-methylpiperidin-4-yl)urea FC1=C(C=CC(=C1)F)CNC(N(C1CCN(CC1)C)CC1=CC=C(C=C1)F)=O